(±)-1-((5-fluoropyridin-3-yl)carbamoyl)-6-azaspiro[2.5]octane-6-carboxylate FC=1C=C(C=NC1)NC(=O)[C@@H]1CC12CCN(CC2)C(=O)[O-] |r|